4-(3-methoxybenzyl)piperazin-2-one methyl-3-(2-fluoro-5-hydroxyphenyl)isonicotinate COC(C1=C(C=NC=C1)C1=C(C=CC(=C1)O)F)=O.COC=1C=C(CN2CC(NCC2)=O)C=CC1